6-Bromo-3,3-bis(hydroxymethyl)chroman-4-one BrC=1C=C2C(C(COC2=CC1)(CO)CO)=O